1,4-n-Butandiol C(CCCO)O